ClC1=C(C=C(C=2C3=C(NC12)CCNC3)OC)Cl 6,7-dichloro-2,3,4,5-tetrahydro-9-methoxy-1H-pyrido[4,3-b]indole